2-(3-methoxy-2-(tetrahydro-2H-pyran-4-yl)phenyl)-2-(3-((5-(5,6,7,8-tetrahydro-1,8-naphthyridin-2-yl)pentyl)oxy)azetidin-1-yl)acetic acid COC=1C(=C(C=CC1)C(C(=O)O)N1CC(C1)OCCCCCC1=NC=2NCCCC2C=C1)C1CCOCC1